N-(2-phenylpent-4-en-1-yl)morpholine-4-sulfonamide C1(=CC=CC=C1)C(CNS(=O)(=O)N1CCOCC1)CC=C